tert-butyl N-[8-[(2,4-dioxopyrimidin-1-yl)methyl]-6-methyl-imidazo[1,2-a]pyrazin-2-yl]carbamate O=C1N(C=CC(N1)=O)CC=1C=2N(C=C(N1)C)C=C(N2)NC(OC(C)(C)C)=O